NC1=NC=2C=C(C(=CC2C2=C1C=NN2C)C(=O)N(CC2=NC=C(C=C2)C(F)(F)F)N2C(N(CC2)C)=O)Cl 4-amino-7-chloro-1-methyl-N-(3-methyl-2-oxoimidazolidin-1-yl)-N-((5-(trifluoromethyl)pyridin-2-yl)methyl)-1H-pyrazolo[4,3-c]quinoline-8-carboxamide